4-[4-(2-amino-1-hydroxyethyl)pyrazol-1-yl]-3-[6-morpholin-4-yl-2-(trifluoromethyl)pyrimidin-4-yl]oxybenzonitrile NCC(O)C=1C=NN(C1)C1=C(C=C(C#N)C=C1)OC1=NC(=NC(=C1)N1CCOCC1)C(F)(F)F